OCCOC1=C(C2=CC=C(C=C2C=C1)C1=CC2=CC=CC=C2C=C1)C1=C(C=CC2=CC(=CC=C12)C1=CC2=CC=CC=C2C=C1)OCCO 2,2'-bis(2-hydroxyethoxy)-6,6'-di(naphthalen-2-yl)-1,1'-binaphthyl